C(C)(C)N1C(=NC2=NC=C(C=C21)C=2C=CN1N=C(N=CC12)NC1CC2(CN(C2)C)C1)C 5-(1-isopropyl-2-methyl-1H-imidazo[4,5-b]pyridin-6-yl)-N-(2-methyl-2-azaspiro[3.3]heptan-6-yl)pyrrolo[2,1-f][1,2,4]triazin-2-amine